Ethylhexyl-2-cyano-3,3-di-phenylacrylat C(C)C(CCCCC)C1=C(C=CC=C1)C(=C(C(=O)[O-])C#N)C1=CC=CC=C1